tert-butyl (4-(6-chloro-2-((2,2-difluorotetrahydro-1H-pyrrolizin-7a(5H)-yl)methoxy)-8-fluoro-4-(methylthio)quinazolin-7-yl)-7-fluorobenzo[d]thiazol-2-yl)carbamate ClC=1C=C2C(=NC(=NC2=C(C1C1=CC=C(C2=C1N=C(S2)NC(OC(C)(C)C)=O)F)F)OCC21CCCN1CC(C2)(F)F)SC